C[C@@H]1CCN2C(O1)=C(C(=N2)C=2C=NN(C2)CC(F)(F)F)C(=O)O (5R)-5-Methyl-2-[1-(2,2,2-tri-fluoroethyl)pyrazol-4-yl]-6,7-dihydro-5H-pyrazolo[5,1-b][1,3]oxazine-3-carboxylic acid